COCCOC1=CC=C(C=C1)C1=CC=C(C=C1)C(C)(C)NC(=O)N[C@]1(CN2CCC1CC2)C (R)-1-(2-(4'-(2-methoxyethoxy)-[1,1'-biphenyl]-4-yl)propan-2-yl)-3-(3-methylquinuclidin-3-yl)urea